(2-Chloroxazol-4-yl)methanol C1=C(N=C(O1)Cl)CO